(R)-N-(2,3-dihydroxypropyl)-5-((5-(5-(trifluoromethyl)pyridin-2-yl)oxazol-2-yl)amino)picolinamide O[C@H](CNC(C1=NC=C(C=C1)NC=1OC(=CN1)C1=NC=C(C=C1)C(F)(F)F)=O)CO